2-PROPYLHEPTYL BUTYRATE C(CCC)(=O)OCC(CCCCC)CCC